C(C1=CC=CC=C1)OC1=CC=C(C=C1)C[C@@H](C(=O)OC)O methyl (S)-3-(4-(benzyloxy)phenyl)-2-hydroxypropanoate